1,3,5-trimethylbarbituric acid CN1C(=O)N(C(=O)C(C1=O)C)C